(R)-3-methyl-2,3-dihydronaphtho[2,1-d]isothiazole-3-carboxylic acid methyl ester 1,1-dioxide COC(=O)[C@@]1(NS(C2=C1C=CC1=CC=CC=C12)(=O)=O)C